N1CCC[C@@]12CN(CCC2)C2=NC1=C(N2CC2=CC=C(C=N2)C#N)C=CC=C1 6-((2-((5R)-1,7-Diazaspiro[4.5]decan-7-yl)-1H-benzimidazol-1-yl)methyl)-3-pyridincarbonitril